N-[(1R,2R)-2-aminocyclopentyl]Prop-2-enamide N[C@H]1[C@@H](CCC1)NC(C=C)=O